ClC1=CC(=CN=N1)C1=C(C=CC=C1)O (6-chloropyridazin-4-yl)phenol